C1=C(C=CC2=CC=CC=C12)C(=O)C12[C@@H](CC(C1)(C2)C2=CC=C(C=C2)C)C2=NC=CC=C2 naphthalen-2-yl((1R,2R,4S)-2-(pyridin-2-yl)-4-(p-tolyl)bicyclo[2.1.1]hexan-1-yl)methanone